CN1C=NC(=C1)C1=NN=C(O1)C(=O)N1[C@@H](C2=C(CC1)NC=N2)C2=NN1C(C=CC=C1C(F)(F)F)=C2 (S)-(5-(1-methyl-1H-imidazol-4-yl)-1,3,4-oxadiazol-2-yl)(4-(7-(trifluoromethyl)pyrazolo[1,5-a]pyridin-2-yl)-6,7-dihydro-1H-imidazo[4,5-c]pyridin-5(4H)-yl)methanone